[Be].[Ni].O1[C@H](COC2=C1C=CC=C2)C2=CC=C(CN[C@@H]1CC[C@H](CC1)C(=O)N)C=C2 trans-4-({4-[(2S)-2,3-dihydro-1,4-benzodioxin-2-yl]benzyl}amino)cyclohexanecarboxamide nickel-beryllium